4-cyclohexanedimethanol dioleate C(CCCCCCC\C=C/CCCCCCCC)(=O)OCC1CCC(CC1)COC(CCCCCCC\C=C/CCCCCCCC)=O